Chlorodiethylmethylbenzenediamine ClC=1C(=C(C(=C(C1N)N)C)CC)CC